tert-butyl 3-(aminomethyl)-3-(3-bromopyridin-4-yl)azetidine-1-carboxylate NCC1(CN(C1)C(=O)OC(C)(C)C)C1=C(C=NC=C1)Br